C1(CC1)N1CCS(C2=C(C1=O)SC(=C2)C2=NC(=NC=C2C(F)(F)F)NC2=C(C=C(C=C2)N2C[C@@H](N(CC2)C)C)C2CC2)(=O)=O (S)-4-cyclopropyl-7-(2-((2-cyclopropyl-4-(3,4-dimethylpiperazin-1-yl)phenyl)amino)-5-(trifluoromethyl)pyrimidin-4-yl)-3,4-dihydrothieno[2,3-f][1,4]thiazepin-5(2H)-one 1,1-dioxide